(S)-6-bromo-2-(2-((tert-butyldimethylsilyl)oxy)-1-(3-chlorophenyl)ethyl)-1H-pyrrolo[1,2-c]imidazol-3(2H)-one BrC=1C=C2N(C(N(C2)[C@H](CO[Si](C)(C)C(C)(C)C)C2=CC(=CC=C2)Cl)=O)C1